ClC=1N=C(C2=C(N1)C(=C(N=C2)Cl)F)N2C[C@H]1CC[C@@H](C2)N1C(=O)OC(C)(C)C (1R,5S)-tert-butyl 3-(2,7-dichloro-8-fluoropyrido[4,3-d]pyrimidin-4-yl)-3,8-diazabicyclo-[3.2.1]octane-8-carboxylate